(2S)-tert-butyl-4-(3-(4-amino-3-(4-phenoxyphenyl)-1H-pyrazolo[3,4-d]pyrimidin-1-yl)cyclopentyl)-2-methylpiperazine-1-carboxylate C(C)(C)(C)OC(=O)N1[C@H](CN(CC1)C1CC(CC1)N1N=C(C=2C1=NC=NC2N)C2=CC=C(C=C2)OC2=CC=CC=C2)C